(4,6-dimethylpyrimidin-2-yl)-3-methyl-1H-pyrazol-5-ol CC1=NC(=NC(=C1)C)N1N=C(C=C1O)C